2-(((R)-1-(2-((R)-4-(4-cyanophenyl)-2-methylpiperazin-1-yl)-3,7-dimethyl-4-oxo-4H-pyrido[1,2-a]pyrimidin-9-yl)ethyl)amino)benzoic acid C(#N)C1=CC=C(C=C1)N1C[C@H](N(CC1)C=1N=C2N(C(C1C)=O)C=C(C=C2[C@@H](C)NC2=C(C(=O)O)C=CC=C2)C)C